C(C)N1N=C(C(=C1)C1=NC(=NC=C1)NC1=CC=C(C=C1)N1CCOCC1)C=1C=NC=CC1 4-(1-ethyl-3-(pyridin-3-yl)-1H-pyrazol-4-yl)-N-(4-morpholinophenyl)pyrimidin-2-amine